2-(4'-(3-methoxypropoxy)-[1,1'-biphenyl]-4-yl)-2-methylpropionic acid ethyl ester C(C)OC(C(C)(C)C1=CC=C(C=C1)C1=CC=C(C=C1)OCCCOC)=O